6-ethoxy-2-(1-methyl-2-oxabicyclo[2.1.1]hex-4-yl)-2H-indazole-5-carboxylic acid C(C)OC=1C(=CC2=CN(N=C2C1)C12COC(C1)(C2)C)C(=O)O